COCCOCCOC1=CC=C2C=3C=CC(=CC3N(C2=C1)CCCCCCCC)N(C1=CC=CC=C1)C1=CC=C(C=C1)[N+](=O)[O-] 7-(2-(2-Methoxyethoxy)ethoxy)-N-(4-nitrophenyl)-9-octyl-N-phenyl-9H-carbazol-2-amine